decafluoro-1,8-octanediol FC(C(C(C(C(O)(F)F)(F)F)(F)F)(F)F)(CCCO)F